N1=C(SC2=C1C1=C(CCC2)C=CC=C1)NC(=O)C=1C(=NC=NC1OC)OC N-(5,6-dihydro-4H-benzo[6,7]cyclohepta[1,2-d]thiazol-2-yl)-4,6-dimethoxypyrimidine-5-carboxamide